C(C=C)[C@@H]1N(CC1=O)C(=O)[O-] (S)-2-allyl-3-oxoazetidine-1-carboxylate